C(#N)C1(CC1)CN1CSC(=C1C)COC=1C=CC2=C(C=C(O2)C)C1 N-((1-cyanocyclopropyl)methyl)-2-methyl-5-((4-methylthiazol-5-yl)methoxy)benzofuran